N1=NCN=C1 (E)-3H-1,2,4-triazole